2-((4-(bis(4-fluorophenyl)methyl)piperazin-1-yl)methyl)-4-(4-methyl-1,4-diazepan-1-yl)benzonitrile FC1=CC=C(C=C1)C(N1CCN(CC1)CC1=C(C#N)C=CC(=C1)N1CCN(CCC1)C)C1=CC=C(C=C1)F